3-[(tert-butoxycarbonyl)amino]cyclohexane-1-carboxylic acid C(C)(C)(C)OC(=O)NC1CC(CCC1)C(=O)O